CC(C=CC)=O PENTEN-2-ON